di-(2-butyl)phosphonium tetrafluoroborate F[B-](F)(F)F.CC(CC)[PH2+]C(C)CC